C(=C)NC(C(C)C)=O N-vinyl-isobutyramide